methyl 2-((1-oxo-2,7-naphthyridin-2(1H)-yl)methyl)benzofuran-7-carboxylate O=C1N(C=CC2=CC=NC=C12)CC=1OC2=C(C1)C=CC=C2C(=O)OC